CN(CCOC(=O)OC(C(=O)OCCCCCCCC(OCC(CCCCCCC)CCC)=O)CCC(=O)OCCCCCCCC(OCC(CCCCCCC)CCC)=O)C Bis(8-oxo-8-((2-propylnonyl)oxy)octyl) 2-(((2-(dimethylamino)ethoxy)carbonyl)oxy)-pentanedioate